N,N-dimethylaminomethylacrylic acid CN(C)CC(C(=O)O)=C